C(C)(C)(C)OC(N[C@@H](CC1=CC=CC=2N(C(OC21)=O)C(C2=CC=CC=C2)(C2=CC=CC=C2)C2=CC=CC=C2)C)=O (R)-(1-(2-oxo-3-trityl-2,3-dihydrobenzo[d]oxazol-7-yl)propan-2-yl)carbamic acid tert-butyl ester